FC1CC(N(C1)C(CCC1=CNC2=CC=CC=C12)=O)C(=O)NC(C1=CC=C(C=C1)C(C)C)C1=CC=CC=C1 4-fluoro-1-[3-(1H-indol-3-yl)propionyl]-N-{phenyl-[4-(propan-2-yl)phenyl]methyl}pyrrolidine-2-carboxamide